[7-[(3-fluoro-1H-indazol-5-yl)amino]-1-oxo-isoindolin-2-yl]acetic acid FC1=NNC2=CC=C(C=C12)NC=1C=CC=C2CN(C(C12)=O)CC(=O)O